C(C)(C)(C)OC(N[C@H]1CSC2=C(N(C1=O)CC1=CC=C(C=C1)Cl)C=C(C(=C2)F)C=2OCC(N2)CC)=O tert-butyl-N-[(3R)-5-[(4-chlorophenyl)methyl]-7-(4-ethyl-4,5-dihydrooxazol-2-yl)-8-fluoro-4-oxo-2,3-dihydro-1,5-benzothiazepin-3-yl]carbamate